BrC(CO)(CO)[N+](=O)[O-] 2-Bromo-2-nitro-1,3-propanediol